Ethyl (E)-3-(4-(benzylamino)-5-chloro-6-(((8aR,10S)-5-methyl-13-oxo-3,4,8a,9,10,11-hexahydro-2H,8H,13H-chromeno[8,7-f]pyrrolo[2,1-c][1,4]oxazepin-10-yl)oxy)pyridin-3-yl)acrylate C(C1=CC=CC=C1)NC1=C(C=NC(=C1Cl)O[C@H]1C[C@@H]2COC=3C(C(N2C1)=O)=C1OCCCC1=C(C3)C)/C=C/C(=O)OCC